COC([C@H](CNC(CN)=O)NC(C1=C(C=C(C=C1Cl)N1CCOCC1)Cl)=O)=O.C[C@]12CC[C@H](C[C@H]2[C@H](CCC1)C)C(C)=O 1-((2r,4ar,8s,8as)-4a,8-dimethyldecalin-2-yl)ethan-1-one (S)-methyl-3-(2-aminoacetamido)-2-(2,6-dichloro-4-morpholinobenzamido)propanoate